3-(piperidin-4-yloxy)thiophene N1CCC(CC1)OC1=CSC=C1